COCCC(C)NC1=NC=CC(=C1)CN1C(N(C(C1(C)C)=O)C1=CC=C(C=C1)C(C#N)(C)C)=O 2-(4-(3-((2-((4-methoxybutan-2-yl)amino)pyridin-4-yl)methyl)-4,4-dimethyl-2,5-dioxoimidazolidin-1-yl)phenyl)-2-methylpropanenitrile